FC(OC1=CC=C(C(=N1)C)S(=O)(=O)N1CCC2(CC(C2)N2CC3(COC3)C2)CC1)F 6-(7-((6-(difluoromethoxy)-2-methylpyridin-3-yl)sulfonyl)-7-azaspiro[3.5]nonan-2-yl)-2-oxa-6-azaspiro[3.3]heptane